FC1=C(C=C2C=NNC2=C1)C=O 6-FLUORO-1H-INDAZOLE-5-CARBALDEHYDE